NC=1C(=C2C=CC=NC2=CC1C(=O)N)C1=C(C(=CC=C1)O)C 6-amino-5-(3-hydroxy-2-methylphenyl)quinoline-7-carboxamide